4-fluoro-N-methyl-3-(4-methyl-1H-imidazol-2-yl)benzenesulfonamide FC1=C(C=C(C=C1)S(=O)(=O)NC)C=1NC=C(N1)C